BrC1=C(C=C(C(=C1)F)N)CC(=O)OCC ethyl 2-bromo-4-fluoro-5-aminophenylacetate